1-(5-((4-(2,3-dichloropyridin-4-yl)piperidin-1-yl)methyl)-1-oxoisoindolin-2-yl)dihydropyrimidine-2,4(1H,3H)-dione ClC1=NC=CC(=C1Cl)C1CCN(CC1)CC=1C=C2CN(C(C2=CC1)=O)N1C(NC(CC1)=O)=O